ICCN1CCOCC1 4-(2-iodoethyl)morpholine